OCCN(C(CCCCC(=O)N(CCO)CCO)=O)CCO N,N,N',N'-Tetrakis(2-hydroxyethyl)adipamid